CC1=CC=C(N=N1)N1CCCC1 (3R)-1-(6-methylpyridazin-3-yl)pyrrolidin